4,4'-diisothiocyano-2,2'-stilbenedisulfonate N(=C=S)C=1C=C(C(=CC1)C=CC=1C(=CC(=CC1)N=C=S)S(=O)(=O)[O-])S(=O)(=O)[O-]